C(C)C1=C(C(=CC(=C1)C1=CC=CC=C1)CCCCC)O 2-ethyl-4-phenyl-6-pentylphenol